C1(=CC=CC=C1)C1C(=O)OCCCCOC(C1)=O butylene phenylsuccinate